cyclopentyl-propyl-dimethoxysilane C1(CCCC1)[Si](OC)(OC)CCC